3,4,5-trihydroxybenzyl-amine OC=1C=C(CN)C=C(C1O)O